[4-(benzyloxy)butyl]-7-bromoquinolin-2-amine C(C1=CC=CC=C1)OCCCCC=1C(=NC2=CC(=CC=C2C1)Br)N